2-AZABICYCLO[3.1.0]HEXAN-3-ON C12NC(CC2C1)=O